(Ra)-6-(4-Fluoro-1-((7-methoxynaphthalin-2-yl)methyl)-1H-indol-7-carboxamido)spiro-[3.3]heptan FC1=C2C=CN(C2=C(C=C1)C(=O)NC1CC2(CCC2)C1)CC1=CC2=CC(=CC=C2C=C1)OC